Sodium 6-(tert-butoxycarbonyl)-7-isopropyl-5,6,7,8-tetrahydro-1,6-naphthyridine-2-sulfonate C(C)(C)(C)OC(=O)N1CC=2C=CC(=NC2CC1C(C)C)S(=O)(=O)[O-].[Na+]